3-(fluoromethyl)-2-methylaniline FCC=1C(=C(N)C=CC1)C